C(#N)C1=C(C=C(C=N1)N1C(N(C2(CCC2)C1=O)C1=CC(=C(C(=O)NC)C=C1)F)=S)C(F)(F)F 4-[7-(6-Cyano-5-trifluoromethylpyridin-3-yl)-8-oxo-6-thioxo-5,7-diazaspiro[3.4]oct-5-yl]-2-fluoro-N-methylbenzamide